S(=O)(=O)(C1=CC=C(C)C=C1)OCC(=O)O[C@H]1[C@]2([C@H]3[C@]([C@H]([C@@H]([C@@](C1)(C=C)C)O)C)(CCC3=O)CC[C@H]2C)C (3aR,4R,5R,7S,8S,9R,9aS,12R)-8-hydroxy-4,7,9,12-tetramethyl-3-oxo-7-vinyldecahydro-4,9a-propanocyclopenta[8]annulen-5-yl 2-(tosyloxy)acetate